BrC=1C2=C(N(C(CC1C=1OC(=NN1)C1CC1)=O)CC1=CC(=C(C=C1)C)F)C=CC=C2 5-bromo-4-(5-cyclopropyl-1,3,4-oxadiazol-2-yl)-1-(3-fluoro-4-methylbenzyl)-1,3-dihydro-2H-benzo[b]azepin-2-one